(2s,7aS)-2-fluorotetrahydro-1H-pyrrolizin F[C@H]1CC2=CCCN2C1